O=C1OCC(O1)COC(=O)NCCOC(C(=C)C)=O 2-(2-Oxo-[1,3]-dioxolan-4-ylmethoxycarbonylamino)ethylmethacrylat